NC1=NC(=NN2C1=NC=C2CC2=C(C=C(C=C2)OCCNC)OC)O[C@@H](CCO)CCC |o1:25| (R or S)-3-((4-amino-7-(2-methoxy-4-(2-(methylamino)ethoxy)benzyl)imidazo[2,1-f][1,2,4]triazin-2-yl)oxy)hexan-1-ol